CS(=O)(=O)[O-].C(CC)OC[NH3+] propoxymethylammonium methanesulfonate